N[C@@]1(CCC2=C(C(=CC=C12)Br)F)C(=O)OCC |r| rac-ethyl 1-amino-5-bromo-4-fluoro-2,3-dihydro-1H-indene-1-carboxylate